C1(CCCC1)N1N=CC(=C1)C1=C(C(=O)OC)C=C(C=C1)NC(=O)C1(CC1)C1=C(C=C(C=C1)C(F)(F)F)F Methyl 2-(1-cyclopentyl-1H-pyrazol-4-yl)-5-[({1-[2-fluoro-4-(trifluoromethyl) phenyl]cyclopropyl}carbonyl) amino]benzoate